OC=1C=C(C=CC1O)C(C(=O)O)CC 3,4-dihydroxyphenylbutyric acid